C[C@H]1N(CCOC1)C1=CC(=C2C(=N1)C(=NS2)C2=CC(=NN2)C)C=2C(=NC=CC2)C(F)(F)F (R)-3-methyl-4-(3-(3-methyl-1H-pyrazol-5-yl)-7-(2-(trifluoromethyl)pyridin-3-yl)isothiazolo[4,5-b]pyridin-5-yl)morpholine